2-[6-[(2R,6R)-2-(hydroxymethyl)-6-methyl-morpholin-4-yl]pyridazin-3-yl]-3-methyl-5-(trifluoromethyl)phenol OC[C@H]1CN(C[C@H](O1)C)C1=CC=C(N=N1)C1=C(C=C(C=C1C)C(F)(F)F)O